N=1NC=C2C(=CC=CC12)C(=O)[O-] 2H-indazole-4-carboxylate